FC(C=1C=C(C=C(C1)C(F)(F)F)N(C(=O)N[C@@H]1[C@@H](CN(CC1)C(=O)OC(C)(C)C)C1=CC=C(C=C1)F)C)(F)F |o1:16,17| tert-butyl (3R*,4S*)-4-({[3,5-bis(trifluoromethyl)phenyl](methyl)carbamoyl}amino)-3-(4-fluorophenyl)piperidine-1-carboxylate